C(C1=CC=CC=C1)OC(=O)N1CCN(CC1)CC=1C=C2CN(CC2=CC1)C(C1=C(C=C(C(=C1)C(C)C)O)O)=O benzyl-4-((2-(2,4-dihydroxy-5-isopropylbenzoyl)isoindolin-5-yl)methyl)-piperazine-1-carboxylate